tert-butyl 2-[4-[[4-[4-[(2,6-dioxo-3-piperidyl)amino]-2,6-difluoro-phenyl]piperazin-1-yl]methyl]-1-piperidyl]acetate O=C1NC(CCC1NC1=CC(=C(C(=C1)F)N1CCN(CC1)CC1CCN(CC1)CC(=O)OC(C)(C)C)F)=O